5-[[6-chloro-2-iodo-5-(3-methoxypropoxy)-3-pyridinyl]oxy]-2,2-dimethyl-cyclopentanamine ClC1=C(C=C(C(=N1)I)OC1CCC(C1N)(C)C)OCCCOC